bis-[3-(methanesulfonyloxy)-4-methyl-phenyl]urea CS(=O)(=O)OC=1C=C(C=CC1C)NC(NC1=CC(=C(C=C1)C)OS(=O)(=O)C)=O